1-(1-(3-bromo-2,4-difluorophenyl)-3-methyl-1H-1,2,4-triazol-5-yl)-N-methylmethanamine BrC=1C(=C(C=CC1F)N1N=C(N=C1CNC)C)F